C(C)OC(CC1(CC1)N[C@H](CC(=O)OCC)C)=O ethyl (3S)-3-[[1-(2-ethoxy-2-oxo-ethyl)cyclopropyl]amino]butanoate